C(C)(C)(C)OC(=O)N1CCN(C2=CC=CC(=C12)C)C1=CC2=C(N=C(N=C2)NC2=CC=C(C=C2)OCCN(C)C)N(C1=O)C1COCC1 4-[2-[4-[2-(dimethylamino)ethoxy]anilino]-7-oxo-8-tetrahydrofuran-3-yl-pyrido[2,3-d]pyrimidin-6-yl]-8-methyl-2,3-dihydroquinoxaline-1-carboxylic acid tert-butyl ester